(2S,4r)-1-[(2S)-2-[4-(2,6-dimethyl-4-pyridinyl)triazol-1-yl]-3,3-dimethyl-butyryl]-4-hydroxy-N-methyl-pyrrolidine-2-carboxamide CC1=NC(=CC(=C1)C=1N=NN(C1)[C@H](C(=O)N1[C@@H](C[C@H](C1)O)C(=O)NC)C(C)(C)C)C